4-(5-(azetidin-3-yloxy)pyrimidin-2-yl)-N-(3-chloro-5-(methylsulfonylamino)phenyl)-5-methylthiophene-2-carboxamide N1CC(C1)OC=1C=NC(=NC1)C=1C=C(SC1C)C(=O)NC1=CC(=CC(=C1)NS(=O)(=O)C)Cl